C(#C)[C@]1([C@H](C[C@@H](O1)N1C(NC(C(=C1)C)=O)=O)O)CO 1-[(2R,4S,5R)-5-ethynyl-4-hydroxy-5-(hydroxymethyl)oxolan-2-yl]-5-methyl-3H-pyrimidine-2,4-dione